C(C)OC1=CC(=C(C=C1)C1=CC(=C(N=N1)NC1C[C@@H]2[C@@H](CN(C2)CC2CCOCC2)C1)C(F)(F)F)C (3aR,5s,6aS)-N-(6-(4-ethoxy-2-methylphenyl)-4-(trifluoromethyl)pyridazin-3-yl)-2-((tetrahydro-2H-pyran-4-yl)methyl)octahydro-cyclopenta[c]pyrrol-5-amine